BrC=1C=C(C=CC1)C(C)(CCCC1(CC1)C=O)C1=CN=C(N1)C=1C=C(OC=2C(=C3C=CNC3=CC2F)/C=C/C(=O)O)C=CC1F (E)-3-(5-(3-(5-(2-(3-Bromophenyl)-5-(1-formylcyclopropyl)pentan-2-yl)-1H-imidazol-2-yl)-4-fluorophenoxy)-6-fluoro-1H-indol-4-yl)acrylic acid